C(C)(C)(C)OC(=O)N1CCN(CC1)C\C=C\C1=CC(=CC=C1)OC (E)-4-(3-(3-methoxyphenyl)allyl)piperazine-1-carboxylic acid tert-butyl ester